C12NCCC2N(C1)S(=O)(=O)N1CCC(CC1)NC=1N=CC2=C(N1)N(C(C21CC1)=O)C1C(CCC1)C 2'-[(1-{2,6-Diazabicyclo[3.2.0]heptane-6-sulfonyl}piperidin-4-yl)amino]-7'-(2-methylcyclopentyl)spiro[cyclopropane-1,5'-pyrrolo[2,3-d]pyrimidin]-6'-one